CC1OCC(C1CCN1CCCCC1C)=O methyl-6-methyl-4-oxo-3-[2-(piperidin-1-yl)ethyl]-3,4-dihydrofuran